The molecule is the chloride salt of bethanechol. A slowly hydrolysed muscarinic agonist with no nicotinic effects, it is used to increase smooth muscle tone, as in the gastrointestinal tract following abdominal surgery, treatment of gastro-oesophageal reflux disease, and as an alternative to catheterisation in the treatment of non-obstructive urinary retention. It has a role as a muscarinic agonist. It is a carbamate ester, a quaternary ammonium salt and a chloride salt. It contains a bethanechol. CC(C[N+](C)(C)C)OC(=O)N.[Cl-]